((((2R,3S,4R,5R)-5-(6-chloro-4-((2-chlorobenzyl)amino)-1H-pyrazolo[3,4-d]pyrimidin-1-yl)-3,4-dihydroxytetrahydrofuran-2-yl)methoxy)methyl)phosphonic acid ClC1=NC(=C2C(=N1)N(N=C2)[C@H]2[C@@H]([C@@H]([C@H](O2)COCP(O)(O)=O)O)O)NCC2=C(C=CC=C2)Cl